C(C)(C)(C)OC(=O)N1CC2=CC(=C(C=C2CC1)OCC)N 7-amino-6-ethoxy-3,4-dihydro-1H-isoquinoline-2-carboxylic acid tert-butyl ester